bicyclo[4.2.1]non-1-ene C12=CCCCC(CC1)C2